(R)-N-(4-fluoro-5-((3-((6-methoxypyrimidin-4-yl)oxy)piperidin-1-yl)methyl)thiazol-2-yl)acetamide FC=1N=C(SC1CN1C[C@@H](CCC1)OC1=NC=NC(=C1)OC)NC(C)=O